(R)-3-ethyl-8-methoxy-5-methylisochroman-1-one C(C)[C@H]1OC(C2=C(C=CC(=C2C1)C)OC)=O